N1(CCCCC1)CCOC1=NC=CC2=CC=C(C=C12)N 1-(2-(Piperidin-1-yl)ethoxy)isoquinolin-7-amine